C(C1=CC=CC=C1)OC(=O)N1CCN(CC1)C1=CC=C2C(=NN(C2=C1)CC(F)(F)F)NCCC(=O)O 3-((6-(4-((benzyloxy)carbonyl)piperazin-1-yl)-1-(2,2,2-trifluoroethyl)-1H-indazol-3-yl)amino)propanoic acid